N-(6-(7-((1H-pyrrol-1-yl)methyl)-5-chloro-6-fluoro-1H-indazol-4-yl)imidazo[1,2-a]pyrazin-2-yl)-2-fluorocyclopropane-1-carboxamide N1(C=CC=C1)CC=1C(=C(C(=C2C=NNC12)C=1N=CC=2N(C1)C=C(N2)NC(=O)C2C(C2)F)Cl)F